(S)-N-(1-(2-chloro-5-methylphenyl)-1,4,5,7-tetrahydropyrano[3,4-c]pyrazol-4-yl)-5,6,7,8-tetrahydroimidazo[1,5-a]pyridine-1-carboxamide ClC1=C(C=C(C=C1)C)N1N=CC2=C1COC[C@H]2NC(=O)C=2N=CN1C2CCCC1